FC1=C(C=CC=C1C(F)(F)F)CC(=O)NC=1C=NC(=C(C1)F)N1C=NC(=C1)[C@@H]1NCCOC1 (S)-2-(2-fluoro-3-(trifluoromethyl)phenyl)-N-(5-fluoro-6-(4-(morpholin-3-yl)-1H-imidazol-1-yl)pyridin-3-yl)acetamide